BrC1=C(OCCCO)C=C(C=C1)Br 3-(2,5-dibromophenoxy)propan-1-ol